CS(=O)(=O)/C=C/[C@@H](C)N (R,E)-4-(methylsulfonyl)but-3-en-2-amine